3-aminopropionic acid NCCC(=O)O